(2-(Benzo[c][1,2,5]oxadiazol-5-ylmethoxy)-5,6-dichloropyridin-3-yl)methanol N=1ON=C2C1C=CC(=C2)COC2=NC(=C(C=C2CO)Cl)Cl